(7R)-2-{2-[1-(cyclopropylmethyl)-1H-indol-2-yl]-7-methoxy-1-[(1-methyl-1H-1,2,3-triazol-4-yl)methyl]-1H-1,3-benzodiazole-5-carbonyl}-2-azabicyclo[2.2.1]heptan-7-amine C1(CC1)CN1C(=CC2=CC=CC=C12)C1=NC2=C(N1CC=1N=NN(C1)C)C(=CC(=C2)C(=O)N2C1CCC(C2)[C@H]1N)OC